methyl (S,E)-4-((2-((7-(8-chloronaphthalen-1-yl)-2-((1-methylpyrrolidin-2-yl)methoxy)-5,6,7,8-tetrahydropyrido[3,4-d]pyrimidin-4-yl)(methyl)amino)ethyl)amino)-4-oxobut-2-enoate ClC=1C=CC=C2C=CC=C(C12)N1CC=2N=C(N=C(C2CC1)N(CCNC(/C=C/C(=O)OC)=O)C)OC[C@H]1N(CCC1)C